ClC1=CC2=C(B(N(N=C2)C(=O)C2=NC=CC=C2)O)C=C1 (6-chloro-1-hydroxybenzo[d][1,2,3]diazaborinin-2(1H)-yl)(pyridin-2-yl)methanone